(8S,9R,10S,11S,13S,14S,16R,17R)-9-fluoro-11,17-dihydroxy-17-(2-hydroxyacetyl)-10,13,16-trimethyl-6,7,8,11,12,14,15,16-octahydrocyclopenta[a]phenanthren-3-one F[C@]12[C@H](C[C@@]3([C@]([C@@H](C[C@H]3[C@@H]1CCC1=CC(C=C[C@]21C)=O)C)(C(CO)=O)O)C)O